fluoro-4'-oxo-N-(3-sulfamoyl-benzyl)-3',4'-dihydro-1'h-spiro[piperidine-4,2'-quinoline]-1-carboxamide FN1C2(CC(C3=CC=CC=C13)=O)CCN(CC2)C(=O)NCC2=CC(=CC=C2)S(N)(=O)=O